FC1([C@@H](O[C@@H]([C@H]1OC(C1=CC=CC=C1)(C1=CC=CC=C1)C1=CC=C(C=C1)OC)CO)N1C(NC(C=C1)=O)=O)F 1-((2R,4R,5R)-3,3-difluoro-5-(hydroxymethyl)-4-((4-methoxyphenyl)diphenylmethoxy)tetrahydrofuran-2-yl)pyrimidine-2,4(1H,3H)-dione